1,2,4-tricarboxybenzoic acid C(=O)(O)C1(C(=O)O)C(C=C(C=C1)C(=O)O)C(=O)O